N7-indan-2-yl-2-oxazol-2-yl-pyrazolo[1,5-a]pyrimidine-3,7-dicarboxamide C1C(CC2=CC=CC=C12)NC(=O)C1=CC=NC=2N1N=C(C2C(=O)N)C=2OC=CN2